6-(1H-benzo[d]imidazol-5-yl)-N-(3-(trifluoromethyl)phenyl)pyridin-2-amine N1C=NC2=C1C=CC(=C2)C2=CC=CC(=N2)NC2=CC(=CC=C2)C(F)(F)F